FC1=C(C(=C(C=C1OC)OC)F)C1=NC(=C2C=C(N=CC2=C1)N[C@H]1[C@H](COC1)NC(C=C)=O)N1CC(C1)OC N-((3R,4S)-4-((7-(2,6-difluoro-3,5-dimethoxyphenyl)-5-(3-methoxyazetidin-1-yl)-2,6-naphthyridin-3-yl)amino)tetra-hydrofuran-3-yl)acrylamide